(R)-2-benzyl-4-methyl-1-(4-morpholino-6-oxo-1,6-dihydropyridin-2-yl)-1,4-diazepan-5-one C(C1=CC=CC=C1)[C@H]1N(CCC(N(C1)C)=O)C=1NC(C=C(C1)N1CCOCC1)=O